C(CC)(=O)OC1=CC=C(C=C1)CC1=CCCC1=O (4-((5-oxocyclopent-1-enyl) methyl) phenyl) propanoate